1-methyl-4-(5-(4-(2-oxopyrrolidin-1-yl)phenyl)pyridin-3-yl)-1,6-dihydro-7H-pyrazolo[3,4-c]Pyridin-7-one CN1N=CC2=C1C(NC=C2C=2C=NC=C(C2)C2=CC=C(C=C2)N2C(CCC2)=O)=O